(7S)-7-isopropyl-7-methyl-2-[(3R)-3-methylmorpholin-4-yl]-5,6-dihydropyrazolo[1,5-a]pyrazin-4-one C(C)(C)[C@]1(CNC(C=2N1N=C(C2)N2[C@@H](COCC2)C)=O)C